CC=1C=C2C=C(C=NC2=CC1)C(=O)OC Methyl 6-methylquinoline-3-carboxylate